CC1CCC(CN1C1=CN=C2C(=N1)N(N=C2)C2COC2)COC=2C(=NC=CC2)C(F)(F)F 3-({6-methyl-1-[1-(oxetan-3-yl)pyrazolo[3,4-b]pyrazin-6-yl]piperidin-3-yl}methoxy)-2-(trifluoromethyl)pyridine